4-(5-Chlorofuran-2-yl)-1,3-bis(2,4-difluorophenyl)-N-(((8aS)-hexahydro-1H-pyrrolo[2,1-c][1,4]oxazin-3-yl)methyl)-5-methyl-4,5-dihydro-1H-pyrazole-5-carboxamide ClC1=CC=C(O1)C1C(=NN(C1(C(=O)NCC1CN2[C@H](CO1)CCC2)C)C2=C(C=C(C=C2)F)F)C2=C(C=C(C=C2)F)F